3-(3-(4-(cyclopropanecarbonyl)piperazin-1-yl)-3-oxopropyl)-8-fluoroisoquinolin-1(2H)-one C1(CC1)C(=O)N1CCN(CC1)C(CCC=1NC(C2=C(C=CC=C2C1)F)=O)=O